ClC=1C=NC=C(C1[C@@H](C)OC=1C=C2C(=NNC2=CC1C)C=1C=NC(=CC1)N1CC2(C1)CN(C2)S(=O)(=O)C)Cl (R)-5-(1-(3,5-dichloropyridin-4-yl)ethoxy)-6-methyl-3-(6-(6-(methylsulfonyl)-2,6-diazaspiro[3.3]heptan-2-yl)pyridin-3-yl)-1H-indazole